Ethyl(2-((2R,3S)-1-(7,8-dichloro-4-(1H-imidazol-1-yl) quinolin-2-yl)-3-hydroxypyrrolidin-2-yl) acetyl)glycinate C(C)N(CC(=O)[O-])C(C[C@H]1N(CC[C@@H]1O)C1=NC2=C(C(=CC=C2C(=C1)N1C=NC=C1)Cl)Cl)=O